1-[6-((S)-3-Methyl-pyrrolidin-1-yl)-pyridin-3-ylmethyl]-1H-pyrazole-4-carboxylic acid, lithium salt [Li+].C[C@@H]1CN(CC1)C1=CC=C(C=N1)CN1N=CC(=C1)C(=O)[O-]